3-fluoro-5-methoxy-4-[(2,2,2-trifluoroethyl)carbamoyl]phenyl-boronic acid FC=1C=C(C=C(C1C(NCC(F)(F)F)=O)OC)B(O)O